2-(1-isopropyl-6-methoxy-1H-indol-3-yl)-4-(5-methoxy-2-methyl-1H-indol-3-yl)thiazole C(C)(C)N1C=C(C2=CC=C(C=C12)OC)C=1SC=C(N1)C1=C(NC2=CC=C(C=C12)OC)C